O1C(=CC=C1)C=CC(=O)O 3-(2-furyl)acrylic acid